(S)-3-methyl-6-(3-(trifluoromethyl)phenyl)-2,3,4,5-tetrahydropyridine C[C@@H]1CN=C(CC1)C1=CC(=CC=C1)C(F)(F)F